IN1C(CCC1)=O N-iodopyrrolidone